N-Ethyl-6-fluoro-3-(5-morpholino-3-pyridyl)-4-[3-(trifluoromethyl)pyrazol-1-yl]-9H-pyrido[2,3-b]indol-8-amine C(C)NC=1C=C(C=C2C3=C(NC12)N=CC(=C3N3N=C(C=C3)C(F)(F)F)C=3C=NC=C(C3)N3CCOCC3)F